C(C)C=1N=C2N(C=C(C=C2)N2CCN(CC2)CC(=O)N2CC(C2)O)C1N(C=1SC=C(N1)C1=C(C#N)C=C(C=C1)F)C 2-(2-((2-ethyl-6-(4-(2-(3-hydroxyazetidin-1-yl)-2-oxoethyl)piperazin-1-yl)imidazo[1,2-a]pyridin-3-yl)(methyl)amino)thiazol-4-yl)-5-fluorobenzonitrile